FC(CCC1CN(C2=C(S(C1F)(=O)=O)C=C(C(=C2)C(F)(F)F)OC)C2=CC=C(C=C2)F)(C)F 3-(3,3-difluorobutyl)-2-fluoro-5-(4-fluorophenyl)-8-methoxy-7-(trifluoromethyl)-2,3,4,5-tetrahydrobenzo[b][1,4]thiazepine 1,1-dioxide